1,1,7,7-tetramethyl-3,3,5,5-tetraphenyl-1,7-divinyltetrasiloxane C[Si](O[Si](O[Si](O[Si](C=C)(C)C)(C1=CC=CC=C1)C1=CC=CC=C1)(C1=CC=CC=C1)C1=CC=CC=C1)(C=C)C